1-methyl-4-oxocyclohexane-1-carboxylic acid CC1(CCC(CC1)=O)C(=O)O